CC(C=C)C 3-Methyl-but-1-en